P(=O)(O)(O)O.C1(CCCC1)[C@@H](CC#N)N1N=CC(=C1)C=1C2=C(N=CN1)NC=C2 (3R)-3-cyclopentyl-3-[4-(7H-pyrrolo[2,3-d]pyrimidin-4-yl)-1H-pyrazol-1-yl]-propionitrile phosphate